2-(2-chlorophenyl)-N-(4-((cyclopentylmethoxy)methyl)-3-sulfamoylphenyl)acetamide ClC1=C(C=CC=C1)CC(=O)NC1=CC(=C(C=C1)COCC1CCCC1)S(N)(=O)=O